S1C=CC=2C(OC=3C=CC=CC3C21)CNC(OCC)=O ethyl (4H-thieno[3,2-c]chromen-4-yl)methylcarbamate